C(=O)(O)C1=CC=C(O1)CN1CCN(CCNCCN(CC1)CC(=O)O)CC(=O)O 2,2'-(4-((5-carboxyfuran-2-yl)methyl)-1,4,7,10-tetraazacyclododecane-1,7-diyl)diacetic acid